tert-butyl (1S,4S)-5-(4-((3-chloro-4-(2,2-difluoroethyl)-2-fluorophenyl)amino) pyrido[3,2-d]pyrimidin-6-yl)-2,5-diazabicyclo[2.2.2]octane-2-carboxylate ClC=1C(=C(C=CC1CC(F)F)NC=1C2=C(N=CN1)C=CC(=N2)N2[C@@H]1CN([C@H](C2)CC1)C(=O)OC(C)(C)C)F